NCCC(CC)NCC(CCCNC(CCN)CC)C N,N'-bis(3-amino-1-ethylpropyl)-2-methylpentane-1,5-diamine